C1N(CC12CNC2)CC2=CC=1C(C3=CC=C(C=C3NC1C=C2)OC)(C)C 2-((2,6-diazaspiro[3.3]heptan-2-yl)methyl)-6-methoxy-9,9-dimethyl-9,10-dihydroacridine